FC1=CC=CC=2C(=N[C@@H](C(NC21)=O)NC(=O)C=2C(=NN1C2N=CC=C1)C=1C=NC(=CC1)N1CCOCC1)C1=CC=CC=C1 N-[(3S)-9-fluoro-2-oxo-5-phenyl-1,3-dihydro-1,4-benzodiazepin-3-yl]-2-(6-morpholin-4-ylpyridin-3-yl)pyrazolo[1,5-a]pyrimidine-3-carboxamide